trans-3-((Cyclopropylmethyl)amino)-5-(4-hydroxycyclohexyl)-8-((4-(pyrrolidin-1-yl)piperidin-1-yl)methyl)pyrimido[4,5-c]isoquinolin-6(5H)-one C1(CC1)CNC=1N=CC2=C(N(C(C=3C=C(C=CC23)CN2CCC(CC2)N2CCCC2)=O)[C@@H]2CC[C@H](CC2)O)N1